C(N)(OCCOCCOCCOCCOCCOCCOC(N)=O)=O (3,6,9,12,15-pentaoxaheptadecane-1,17-diyl) dicarbamate